CCCCCCCC#CC(O)O Decynediol